C[Si](O[Si](O[Si](C)(C)C)(C)CCCOCC1(COC1)CC)(O[Si](C)(C)C)C [Dimethyl(trimethylsiloxy)silyl]oxy-[3-[(3-ethyloxetan-3-yl)methoxy]propyl]-methyl-trimethylsilyloxysilane